5-ethynyl-2-isopropyl-benzene C(#C)C=1C=CC(=CC1)C(C)C